7-(2-((2-ethyl-4-(3-((2-hydroxyethyl)amino)pyrrolidin-1-yl)phenyl)amino)-5-(trifluoromethyl)pyrimidin-4-yl)-2,3-dihydro-5H-thieno[3,2-e][1,4]oxathiepine 1,1-dioxide C(C)C1=C(C=CC(=C1)N1CC(CC1)NCCO)NC1=NC=C(C(=N1)C1=CC=2S(CCOCC2S1)(=O)=O)C(F)(F)F